2-(hydroxymethyl)-N-(isoquinolin-6-yl)-5-methyl-7-(1-methyl-1H-benzo[d]imidazol-6-yl)-4,7-dihydropyrazolo[1,5-a]pyrimidine-6-carboxamide OCC1=NN2C(NC(=C(C2C=2C=CC3=C(N(C=N3)C)C2)C(=O)NC=2C=C3C=CN=CC3=CC2)C)=C1